CN1N=CC(=C1)NC1=NC=CC(=N1)N1C[C@H]2CC[C@@H](C1)N2C=2OC(=CN2)C#N 2-[(1R,5S)-3-{2-[(1-methyl-1H-pyrazol-4-yl)amino]pyrimidin-4-yl}-3,8-diazabicyclo[3.2.1]oct-8-yl]-1,3-oxazole-5-carbonitrile